C(C)(C)(C)OC(=O)N1CCN(CCC1)CC=1N=NC=CC1 4-(pyridazin-3-ylmethyl)-1,4-diazacycloheptane-1-carboxylic acid tert-butyl ester